dichloroethane triflate OS(=O)(=O)C(F)(F)F.ClC(C)Cl